1-(2,6-dichlorophenyl)-4-((4-(5-methyl-1H-tetrazol-1-yl)phenyl)amino)-1H-pyrazole-3-carboxamide ClC1=C(C(=CC=C1)Cl)N1N=C(C(=C1)NC1=CC=C(C=C1)N1N=NN=C1C)C(=O)N